C12(CC3CC(CC(C1)C3)C2)C2=CC=C(C=C2)NC2=CC=3C(C1=CC=CC(=C1C3C=C2)C2=CC=CC=C2)(C)C N-(4-((3r,5r,7r)-adamantan-1-yl)phenyl)-9,9-dimethyl-5-phenyl-9H-fluoren-2-amine